FC(C1CC(C1)(O)C=1SC=2N=C(N=CC2N1)C1=CC=2C(N=C1)=NN(C2)C)F 3-(difluoromethyl)-1-(5-(2-methyl-2H-pyrazolo[3,4-b]pyridin-5-yl)[1,3]thiazolo[5,4-d]pyrimidin-2-yl)cyclobutanol